C(C)N(C1=CC=C(C=C1)C(C)=O)CC 1-[p-(Diethylamino)phenyl]-1-ethanone